BrC=1C=C(C=CC1F)NC(=NO)C1=NON=C1NCC(C)S(N)(=O)=O N-(3-bromo-4-fluorophenyl)-N'-hydroxyl-4-((2-sulfamoylpropyl)amino)-1,2,5-oxadiazol-3-formamidine